(M)-tert-Butyl (2R,5S)-4-(6,7-dichloro-1-(2-isopropyl-4-methylpyridin-3-yl)-2-oxo-1,2-dihydropyrido[2,3-d]pyrimidin-4-yl)-2,5-dimethylpiperazine-1-carboxylate ClC1=CC2=C(N(C(N=C2N2C[C@H](N(C[C@@H]2C)C(=O)OC(C)(C)C)C)=O)C=2C(=NC=CC2C)C(C)C)N=C1Cl